C1(=CC=CC2=CC=CC=C12)N(C1=CC=C(C=C1)C1=CC=C(C=C1)N(C1=CC=CC=C1)C1=CC=CC2=CC=CC=C12)C1=CC=C(C=C1)CCCCCCCC N4,N4'-di(naphthalen-1-yl)-N4-(4-octylphenyl)-N4'-phenylbiphenyl-4,4'-diamine